2-(4-((benzylcarbamoyl)(trans-4-((5-cyanopyridin-2-yl)amino)cyclohexyl)amino)phenyl)-1,3-thiazole-5-carboxamide C(C1=CC=CC=C1)NC(=O)N(C1=CC=C(C=C1)C=1SC(=CN1)C(=O)N)[C@@H]1CC[C@H](CC1)NC1=NC=C(C=C1)C#N